2-chloro-4-(2,4-difluorophenyl)pyridine ClC1=NC=CC(=C1)C1=C(C=C(C=C1)F)F